BrC=1C=NC(=NC1)NC(CCCC)=O N-(5-bromopyrimidin-2-yl)valeramide